3-benzylidene-6-((5-tert-butyl-1H-imidazol-4-yl)methylene)piperazine-2,5-dione C(C1=CC=CC=C1)=C1C(NC(C(N1)=O)=CC=1N=CNC1C(C)(C)C)=O